7-amino-N-(2-{4-amino-7-oxa-2-azaspiro[4.5]decan-2-yl}-5,6,7,8-tetrahydroquinolin-6-yl)-3-methylthieno[2,3-b]pyrazine-6-carboxamide NC1=C(SC2=NC(=CN=C21)C)C(=O)NC2CC=1C=CC(=NC1CC2)N2CC1(C(C2)N)COCCC1